N1(C=CC=2C1=NC=CC2)CCN(CC=C(C2=CC=CC=C2)C2=CC=CC=C2)[C@H](C)C2=CC=C(C=C2)F (R)-N-(2-(1H-pyrrolo[2,3-b]pyridin-1-yl)ethyl)-N-(1-(4-fluorophenyl)ethyl)-3,3-diphenylprop-2-en-1-amine